C(CCCCCCCCCCC)OC(C1=CC=CC=C1)=O.[Ca] calcium dodecylbenzoate